C1(CCC1)N1CCC(CC1)C(=O)O (cyclobutyl)piperidine-4-carboxylic acid